{5-chloro-3-[1-(2,6-difluoro-4-nitrophenyl)-3-(pyridin-4-yl)pyrazol-4-yl]-2-fluorophenyl}pyrrolidine-1-sulfonamide ClC=1C=C(C(=C(C1)C1N(CCC1)S(=O)(=O)N)F)C=1C(=NN(C1)C1=C(C=C(C=C1F)[N+](=O)[O-])F)C1=CC=NC=C1